ClC=1C(N(N=CC1N1C[C@@H](CC1)OC1=NC=CC(=C1)C=1C(=NOC1C)C)CCCO)=O (R)-4-chloro-5-(3-((4-(3,5-dimethylisoxazol-4-yl)pyridin-2-yl)oxy)pyrrolidin-1-yl)-2-(3-hydroxypropyl)pyridazin-3(2H)-one